Cl.C1(CC1)N1N=CC(=C1F)N(S(=O)=O)NC1CNCCC1 N-(1-Cyclopropyl-5-fluoro-1H-pyrazol-4-yl)-N-(piperidin-3-yl)amino-sulfonamide hydrochloride